3-(thiophen-3-yl)thieno[3',2':4,5]benzo[1,2-d]isoxazole-4,8-dione S1C=C(C=C1)C1=NOC2=C1C(C1=C(C2=O)C=CS1)=O